C(C1CO1)OC(C[Si](OCC)(OCC)OCC)C β-Glycidoxypropyltriethoxysilan